FC(C=1C=CC(=NC1)C(=O)NCC1=C(C=C(C=C1)C1=NC=NN2C1=CC(=C2)C2=CC=C(C=C2)CN2CCC(CC2)C2=CC=C(C=C2)NC2C(NC(CC2)=O)=O)C)F 5-(difluoromethyl)-N-[[4-[6-[4-[[4-[4-[(2,6-dioxo-3-piperidyl)amino]phenyl]-1-piperidyl]methyl]phenyl]pyrrolo[2,1-f][1,2,4]triazin-4-yl]-2-methyl-phenyl]methyl]pyridine-2-carboxamide